1,4-difluorobutane-1,3-diene FC=CC=CF